FC([C@H]1N(C2=C(OC1)C=C1C(=N2)NC=N1)CC1=C(OC[C@@H](C)N)C=CC(=C1)F)F (R)-1-(2-(((S)-6-(difluoromethyl)-6,7-dihydroimidazo[4',5':5,6]pyrido[3,2-b][1,4]oxazin-5(3H)-yl)methyl)-4-fluorophenoxy)propan-2-amine